iron benzylstearate C(C1=CC=CC=C1)OC(CCCCCCCCCCCCCCCCC)=O.[Fe]